N-(4-(hydroxy)phenyl)acetamide OC1=CC=C(C=C1)NC(C)=O